C(CC(=O)OCCCC)(=O)OC methyl (n-butyl) malonate